O(C1=CC=CC=C1)CC1OCOC1 4-phenoxymethyl-1,3-dioxolane